CC1=NC(=CC(=C1)CN1N=C2C3=C(CCC2=C1)OC(=C3C)C(=O)NC[C@H]3OCCOC3)C 2-[(2,6-Dimethylpyridin-4-yl)methyl]-N-[(2R)-1,4-dioxan-2-ylmethyl]-8-methyl-4,5-dihydro-2H-furo[2,3-g]indazol-7-carboxamid